2-(4-(Bromo-methyl)phenyl)propan-2-ol BrCC1=CC=C(C=C1)C(C)(C)O